N-(4-(5-(4-benzoylbenzamido)-1-methyl-1H-pyrazol-3-yl)phenyl)-2-chlorobenzamide C(C1=CC=CC=C1)(=O)C1=CC=C(C(=O)NC2=CC(=NN2C)C2=CC=C(C=C2)NC(C2=C(C=CC=C2)Cl)=O)C=C1